FC1=C(C=CC(=C1F)OC)C1=CN=C2N1C=CN=C2NC2=CC(=C(C(=O)N1CCN(CC1)C(=O)[C@H]1N(C[C@@H](C1)O)C(=O)OC(C)(C)C)C=C2)C Tert-butyl (2S,4R)-2-(4-(4-((3-(2,3-difluoro-4-methoxyphenyl)imidazo[1,2-a]pyrazin-8-yl)amino)-2-methylbenzoyl)piperazine-1-carbonyl)-4-hydroxypyrrolidine-1-carboxylate